N-(4-bromobenzyl)-1-(2-(4-bromophenyl)-2H-pyrazolo[3,4-d]pyrimidin-4-yl)piperidine-3-carboxamide BrC1=CC=C(CNC(=O)C2CN(CCC2)C=2C=3C(N=CN2)=NN(C3)C3=CC=C(C=C3)Br)C=C1